CC=1C=C(CNCCCCOCCOC2=NC3=C(C4=CN=CC=C24)C=CC=C3)C=CC1OC(F)(F)F 5-(2-(4-((3-methyl-4-(trifluoro-methoxy)benzyl)amino)butoxy)ethoxy)benzo[c][2,6]naphthyridine